O=C1N(C(C2=CC=CC=C12)=O)[C@H](C(=O)O)C(C)(C)C (S)-2-(1,3-dioxoisoindol-2-yl)-3,3-dimethylbutyric acid